7-(2-(2-methylpyrimidin-4-yl)-5-(4-(trifluoromethyl)phenyl)oxazol-4-yl)-6,7-dihydro-1,7-naphthyridin-8(5H)-one CC1=NC=CC(=N1)C=1OC(=C(N1)N1CCC=2C=CC=NC2C1=O)C1=CC=C(C=C1)C(F)(F)F